BrC=1C=NC=C(C#N)C1 5-bromonicotinonitrile